C1(CCCC1)CC(CO)NC=1C=C(C2=C(N=C(N=C2)SC)N1)C#C[Si](C(C)C)(C(C)C)C(C)C 3-cyclopentyl-2-{[2-(methylsulfanyl)-5-[2-(triisopropylsilyl)ethynyl]pyrido[2,3-d]pyrimidin-7-yl]amino}propan-1-ol